C1(=CC=CC=C1)OC(=O)C=1C=NC(=C(C1)Cl)N1CCNCC1 5-chloro-6-piperazin-1-yl-pyridine-3-carboxylic acid phenyl ester